2-[(7-bromopyrazolo[4,3-c]pyridin-2-yl)methoxy]ethyl-trimethyl-silane BrC=1C=2C(C=NC1)=CN(N2)COCC[Si](C)(C)C